FC=1C=2N(C=C(C1)B1OC(C(O1)(C)C)(C)C)C=C(N2)C 8-fluoro-2-methyl-6-(tetramethyl-1,3,2-dioxaborolan-2-yl)imidazo[1,2-a]pyridine